C(=O)(O)CCCN(CCCC(=O)O)S(=O)(=O)C1=CC=C(C=C1)[N+](=O)[O-] 4-[3-carboxypropyl-(4-nitrophenyl)sulfonyl-amino]butanoic acid